C(C)N1C[C@@H]([C@H](CC1)C1=CC=C(C=C1)C=1C=C(C2=CN(N=C2C1C)C(C(=O)OCC)C1=C2N(C=N1)C[C@@H](C2)F)C(F)(F)F)F ethyl 2-(6-(4-((3R,4R)-1-ethyl-3-fluoropiperidin-4-yl)phenyl)-7-methyl-4-(trifluoromethyl)-2H-indazol-2-yl)-2-((R)-6-fluoro-6,7-dihydro-5H-pyrrolo[1,2-c]imidazol-1-yl)acetate